1-(4-(6-chloro-8-fluoro-7-(2-fluoro-6-hydroxyphenyl)-2-((1-(tetrahydro-2H-pyran-4-yl)azetidin-3-yl)amino)quinazolin-4-yl)piperazin-1-yl)prop-2-en-1-one ClC=1C=C2C(=NC(=NC2=C(C1C1=C(C=CC=C1O)F)F)NC1CN(C1)C1CCOCC1)N1CCN(CC1)C(C=C)=O